(2-Cyclopropyl-6-piperazin-1-yl-imidazo[1,2-a]pyridin-3-yl)-[4-(4-fluoro-phenyl)-thiazol-2-yl]-methyl-amine C1(CC1)C=1N=C2N(C=C(C=C2)N2CCNCC2)C1N(C)C=1SC=C(N1)C1=CC=C(C=C1)F